CN1C(=CC2=CC=C3C(=C12)C=CC=C3)C 1,2-dimethylbenzoindole